FC1(CC(CC1)C(=O)N1C[C@H]([C@H](C1)F)NC(C1=C(C(=CC=C1)F)F)=O)F N-[(3R,4S)-1-(3,3-difluorocyclopentanecarbonyl)-4-fluoropyrrolidin-3-yl]-2,3-difluorobenzamide